C(C)(C)C1OC2=C(N(C1=O)CC(=O)NC)C=C(C=C2C=2C1=C(C(N(C2)C)=O)NC=C1)OC 2-[2-isopropyl-6-methoxy-8-(6-methyl-7-oxo-6,7-dihydro-1H-pyrrolo[2,3-c]pyridin-4-yl)-3-oxo-2,3-dihydro-4H-1,4-benzoxazin-4-yl]-N-methylacetamide